[Cl-].[Cl-].C1(=CC=CC=C1)P([C-]1C=CC=C1)C1=CC=CC=C1.[C-]1(C=CC=C1)P(C1=CC=CC=C1)C1=CC=CC=C1.[Fe+2] 1,1'-Bis(diphenylphosphino)ferrocene dichloride